OCC(C)N1C=NC2=C(C1=O)C=C(N=C2C=2C=NC=CC2)C2=CC=C(C=C2)N2CCOCC2 3-(1-Hydroxy-prop-2-yl)-6-(4-morpholinophenyl)-8-(pyridin-3-yl)pyrido[3,4-d]pyrimidin-4(3H)-one